O=C1N(C=CC2=CC=CC=C12)C1=CC=CC=C1 1-oxo-2-phenyl-1,2-dihydroisoquinoline